N-(2-chloro-3'-(5-formyl-4-methoxymethyl-pyridinylamino)-2'-methyl-[1,1'-biphenyl]-3-yl)-1,5-dimethyl-4,5,6,7-tetrahydro-1H-imidazo[4,5-c]pyridine-2-carboxamide ClC1=C(C=CC=C1NC(=O)C=1N(C2=C(CN(CC2)C)N1)C)C1=C(C(=CC=C1)NC1=NC=C(C(=C1)COC)C=O)C